1-phenyl-3-p-methylphenyl-1-butene C1(=CC=CC=C1)C=CC(C)C1=CC=C(C=C1)C